2-chloro-5,6,7,8-tetrahydropyrido[3,2-d]pyrimidine ClC=1N=CC2=C(N1)CCCN2